BrC1=C(C=C(C=C1CC)C)CC 1-bromo-2,6-diethyl-4-methylbenzene